N-benzyl-N-(bicyclo[1.1.1]pentan-1-yl)-4-methylbenzenesulfonamide C(C1=CC=CC=C1)N(S(=O)(=O)C1=CC=C(C=C1)C)C12CC(C1)C2